3-[2-[2-[2-[2-[3-[2-(2,6-dioxo-3-piperidyl)-1-oxo-isoindolin-4-yl]propoxy]ethoxy]ethoxy]ethoxy]ethoxy]propanoic acid O=C1NC(CCC1N1C(C2=CC=CC(=C2C1)CCCOCCOCCOCCOCCOCCC(=O)O)=O)=O